2-((3s,4s)-3-aminotetrahydro-2H-pyran-4-yl)-3-bromo-5-chloro-N-(thiophen-2-ylmethyl)thieno[3,2-b]pyridin-7-amine formate salt C(=O)O.N[C@@H]1COCC[C@@H]1C1=C(C2=NC(=CC(=C2S1)NCC=1SC=CC1)Cl)Br